6-(3-(4,4-difluoropiperidine-1-carbonyl)quinolin-8-yl)-2-methyl-spiro[isoindoline-1,3'-oxetan]-3-one FC1(CCN(CC1)C(=O)C=1C=NC2=C(C=CC=C2C1)C1=CC=C2C(N(C3(COC3)C2=C1)C)=O)F